C(#N)C=1C=C(C=C(C1)F)NC(N)=O 3-(3-cyano-5-fluorophenyl)urea